ClC=1N=C(C2=CC=CC=C2C1)NC 3-Chloro-N-methylisoquinolin-1-amine